C(CCC)OC(=O)N1OC1C1=CC=C(C=C1)C#N butyloxycarbonyl-3-(4-cyanophenyl)oxaziridine